[Na+].COC=1C=C(C=CC1/N=N/C1=C(C2=CC=CC(=C2C(=C1S(=O)(=O)[O-])N)O)S(=O)(=O)[O-])C1=CC(=C(C=C1)/N=N/C1=C(C2=CC=CC(=C2C(=C1S(=O)(=O)[O-])N)O)S(=O)(=O)[O-])OC.[Na+].[Na+].[Na+] 6'-((1e,1'e)-(3,3'-dimethoxy-[1,1'-biphenyl]-4,4'-diyl)bis(diazene-2,1-diyl))bis(4-amino-5-hydroxynaphthalene-1,3-disulfonic acid) sodium salt